C1(CC1)NC1(CCCCCC1)CNC(C1=CC=C(C=C1)C#CC1=C(C=NC=C1)F)=O N-((1-(cyclopropylamino)cycloheptyl)methyl)-4-((3-fluoropyridin-4-yl)ethynyl)benzamide